3-(4-(2-aminoethyl)-4-methyl-8-oxo-3,4-dihydropyrano[2,3-f]isoindol-7(2H,6H,8H)-yl)piperidine-2,6-dione hydrochloride Cl.NCCC1(CCOC2=CC=3C(N(CC3C=C21)C2C(NC(CC2)=O)=O)=O)C